tri-hydroxypropane tri(3-mercaptopropionate) SCCC(=O)O.SCCC(=O)O.SCCC(=O)O.OC(CC)(O)O